CN1N=CC(=C1)C(N1C=2N(C3=CC=C(C=C3C1=O)S(=O)(=O)NC1(CC1)C)[C@@H](CN2)C#CC2=NN(N=C2)C)([2H])[2H] (R)-4-((1-methyl-1H-pyrazol-4-yl)methyl-d2)-1-((2-methyl-2H-1,2,3-triazol-4-yl)ethynyl)-N-(1-methylcyclopropyl)-5-oxo-1,2,4,5-tetrahydroimidazo[1,2-a]quinazoline-7-sulfonamide